C[Si]([NH-])(C)C.C[Si]([NH-])(C)C.[K+].[K+] Potassium bis-trimethyl-silylamide